6-(2-chlorophenyl)-N-(2-methoxy-5-(4-methylpiperazin-1-yl)phenyl)-8,9-dihydroimidazo[1',2':1,6]pyrido[2,3-d]pyrimidin-2-amine ClC1=C(C=CC=C1)C1=CC2=C(N=C(N=C2)NC2=C(C=CC(=C2)N2CCN(CC2)C)OC)N2C1=NCC2